4-(1H-pyrrolo[2,3-b]pyridin-5-yl)-1H-1,2,3-triazol N1C=CC=2C1=NC=C(C2)C=2N=NNC2